(3aS,7aS)-2-(Trimethylsilyl)ethyl hexahydro-1H-pyrrolo[2,3-c]pyridine-6(2H)-carboxylate N1CC[C@@H]2[C@H]1CN(CC2)C(=O)OCC[Si](C)(C)C